1-Propyl-3-butylpyrrolium triflat [O-]S(=O)(=O)C(F)(F)F.C(CC)[NH+]1C=C(C=C1)CCCC